4-(3-((2-(difluoromethoxy)-6-methylpyridin-3-yl)carbamoyl)-3-(2-fluoro-6-isopropylphenyl)azetidin-1-yl)-2,2-dimethyl-4-oxobutanoic acid FC(OC1=NC(=CC=C1NC(=O)C1(CN(C1)C(CC(C(=O)O)(C)C)=O)C1=C(C=CC=C1C(C)C)F)C)F